FC(C=1C=C(C=C(C1)C(F)(F)F)[C@@H]1C([C@H]1C(=O)[O-])(Cl)Cl)(F)F |r| trans-rac-3-(3,5-bis(trifluoromethyl)phenyl)-2,2-dichlorocyclopropane-1-carboxylate